N[C@H]1CN(CCC1)[C@@H]1[C@H](C2=CC(=CC(=C2C1)OC)Cl)OC1=CC=CC=C1 4-[[(1s,2s)-2-[(3R)-3-aminopiperidin-1-yl]-6-chloro-4-methoxy-2,3-dihydro-1H-inden-1-yl]oxy]benzene